(2S,4R)-1-[2-(4-chloro-1H-pyrazol-1-yl)acetyl]-4-fluoro-N-[(S)-phenyl[4-(propan-2-yl)phenyl]methyl]pyrrolidine-2-carboxamide ClC=1C=NN(C1)CC(=O)N1[C@@H](C[C@H](C1)F)C(=O)N[C@H](C1=CC=C(C=C1)C(C)C)C1=CC=CC=C1